2-(4-(quinolin-4-ylamino)but-1-ynyl)thiazole-5-carbaldehyde oxime hydrochloride Cl.N1=CC=C(C2=CC=CC=C12)NCCC#CC=1SC(=CN1)C=NO